C(C1=CC=CC=C1)OC(CC1=C(C(=C(C=C1F)Br)OCC1=CC=CC=C1)F)=O 2-(3-benzyloxy-4-bromo-2,6-difluoro-phenyl)acetic acid benzyl ester